methyl 1,2-difluorotetrahydro-1H-pyrrolizine-7a(5H)-carboxylate FC1C(CN2CCCC12C(=O)OC)F